9-(2,6-dimethyl-4-prop-1-ynyl-phenyl)-3-[(2E)-2-methoxyiminoacetyl]-3-azaspiro[5.5]undecane-8,10-dione CC1=C(C(=CC(=C1)C#CC)C)C1C(CC2(CCN(CC2)C(/C=N/OC)=O)CC1=O)=O